BrC/C=C/CC(=O)OCC ethyl (3E)-5-bromopent-3-enoate